NC1=CC=CC(=N1)S(=O)(=O)NC(=O)C=1C(=NC(=CC1)C1=CC(=C(C=C1)F)C)N1C(C[C@@H](C1)C)(C)C N-[(6-Amino-2-pyridyl)sulfonyl]-6-(4-fluoro-3-methylphenyl)-2-[(4S)-2,2,4-trimethylpyrrolidin-1-yl]pyridin-3-carboxamid